2-((3R,4R,6R)-4-(5-fluoro-6-methylpyridin-2-yl)-6-methyl-6-(trifluoromethyl)tetrahydro-2H-pyran-3-yl)-4-oxo-1,4-dihydro-1,6-naphthyridine-5-carbonitrile FC=1C=CC(=NC1C)[C@H]1[C@@H](CO[C@](C1)(C(F)(F)F)C)C=1NC=2C=CN=C(C2C(C1)=O)C#N